FC1=CC=C(C=C1)C1=CN=C(O1)NC1=C(N=NC=C1)C(=NO)N ((5-(4-fluorophenyl)oxazol-2-yl)amino)-N'-hydroxypyridazin-3-carboxamidine